1,2-diphenyl-2,2-dimethoxyethanone C1(=CC=CC=C1)C(C(OC)(OC)C1=CC=CC=C1)=O